NC1=NC=CC=2N1C(=NC2C2CN(CC2)CC#CC)C2=C(C=C(OC=1C=C(C(=O)O)C=CN1)C=C2)Cl 2-(4-(5-amino-1-(1-(but-2-ynyl)pyrrolidin-3-yl)imidazo[1,5-c]pyrimidin-3-yl)-3-chlorophenoxy)isonicotinic acid